FC1=C(C2=C(S1)C=CC=C2)B(O)O 2-FLUOROBENZO[B]THIOPHEN-3-YLBORONIC ACID